vinyl-2,4-dichlorophenyl ether C(=C)C=1C(=C(C=CC1Cl)OC1=C(C(=C(C=C1)Cl)C=C)Cl)Cl